CC1=C(C=CC=C1)C1=C(C=CC(=N1)NS(=O)(=O)C1=CC=CC(=N1)N1CC(NCC1)C(=O)O)C(F)(F)F 4-(6-{[6-(2-methylphenyl)-5-(trifluoromethyl)pyridin-2-yl]Sulfamoyl}pyridin-2-yl)piperazine-2-carboxylic acid